tert-butyl 7-(piperidin-4-yloxy)-2-azaspiro[3.5]nonane-2-carboxylate N1CCC(CC1)OC1CCC2(CN(C2)C(=O)OC(C)(C)C)CC1